OC1N(C(N(C1O)CO)=O)CO 4,5-dihydroxy-1,3-dihydroxymethyl-2-imidazolidinone